2,5-dihydroxy-benzenedicarboxylic acid OC1(C(C=C(C=C1)O)C(=O)O)C(=O)O